N-(2-(4-(5-phenyl-1,3,4-thiadiazol-2-yl)piperazine-1-carbonyl)-5-(trifluoromethyl)phenyl)-[1,1'-biphenyl]-4-sulfonamide C1(=CC=CC=C1)C1=NN=C(S1)N1CCN(CC1)C(=O)C1=C(C=C(C=C1)C(F)(F)F)NS(=O)(=O)C1=CC=C(C=C1)C1=CC=CC=C1